FC=1C=2CCCC2C(=C2CCCC12)NC(=O)N=[S@](=O)(N)C1=CC(=CC=C1)C(C)(C)O (R)-N'-(8-fluoro-1,2,3,5,6,7-hexahydro-s-indacen-4-ylcarbamoyl)-3-(2-hydroxypropan-2-yl)benzenesulfonimidamide